tert-butyl 2-(4-(methoxycarbonyl)phenethyl)hydrazine-1-carboxylate COC(=O)C1=CC=C(CCNNC(=O)OC(C)(C)C)C=C1